[Cl-].[Cl-].[Cl-].[Zr+3].C(CC)C1=CC=CC1 n-propyl-cyclopentadiene zirconium trichloride